9-chloro-5,6,8,9,10,11-hexahydro-7H-5,9:7,11-dimethanobenzo[9]annulen-7-amine hydrochloride Cl.ClC12CC3(CC(C4=C(C(C1)C3)C=CC=C4)C2)N